tellurocystine C([C@@H](C(=O)O)N)[Te][Te]C[C@@H](C(=O)O)N